FC=1C=C(C(=NC1)OC)C1NCCC1 5-fluoro-2-methoxy-3-(pyrrolidin-2-yl)pyridine